3-(3-Benzylnaphthalen-2-yl)pyridine C(C1=CC=CC=C1)C=1C(=CC2=CC=CC=C2C1)C=1C=NC=CC1